C(CCCCCCCC)CC(=O)O.C(C)(=O)OCCCCCCCCC Nonyl Acetate (nonyl acetate)